CN([C@@H](C)C(=O)N1CCN(CC1)C1=CC=C(C=C1)NC(=O)C=1C(NC=CC1NC1=C(C2=C(OCCN2)N=C1)C)=O)C N-(4-(4-(dimethylalanyl)piperazin-1-yl)phenyl)-4-((8-methyl-2,3-dihydro-1H-pyrido[2,3-b][1,4]oxazin-7-yl)amino)-2-oxo-1,2-dihydropyridine-3-carboxamide